C(=O)C=1C=CC2=C(N(N=C2C1)C1=CC=CC=C1)NC(OC(C)(C)C)=O tert-Butyl (6-formyl-2-phenyl-2H-indazol-3-yl)carbamate